3-((1-(2-Chlorophenyl)-7-cyclopropyl-2-oxo-1,2-dihydro-quinazolin-4-yl)amino)propane-1-sulfonamide ClC1=C(C=CC=C1)N1C(N=C(C2=CC=C(C=C12)C1CC1)NCCCS(=O)(=O)N)=O